3-(5-(((3S,4R)-1-ethyl-4-fluoropiperidin-3-yl)oxy)-1-oxoisoindolin-2-yl)piperidine-2,6-dione C(C)N1C[C@@H]([C@@H](CC1)F)OC=1C=C2CN(C(C2=CC1)=O)C1C(NC(CC1)=O)=O